5-(perfluorononanoyloxy)isophthalic acid FC(C(=O)OC=1C=C(C=C(C(=O)O)C1)C(=O)O)(C(C(C(C(C(C(C(F)(F)F)(F)F)(F)F)(F)F)(F)F)(F)F)(F)F)F